FCCCCN(C(=O)OCC1=C(N=NN1C)C1=CC=C(C(=N1)C)O[C@@H]1C[C@H](CCC1)C(=O)O)C (1S,3S)-3-((6-(5-((((4-Fluorobutyl)(methyl)carbamoyl)oxy)methyl)-1-methyl-1H-1,2,3-triazol-4-yl)-2-methylpyridin-3-yl)oxy)cyclohexane-1-carboxylic acid